ClC1=CC(=C(OC2=C(C=NN2C2COC2)C(=O)N[C@@H]2C(NC3=C(C(=N2)C2=CC=CC=C2)C=CC=C3F)=O)C=C1)F 5-(4-chloro-2-fluorophenoxy)-N-[(3S)-9-fluoro-2-oxo-5-phenyl-1,3-dihydro-1,4-benzodiazepine-3-Yl]-1-(oxetan-3-yl)pyrazole-4-carboxamide